FC(C=C)(F)C=1C=NC2=CC=CC=C2N1 3-(1,1-difluoroallyl)quinoxaline